C(CCC)C(C=CC=CC(=O)OCC)CCCCCC ethyl 6-butyldodeca-2,4-dienoate